tert-butyl 2-chloro-4-((5-fluorobenzofuran-7-yl)oxy)benzoate ClC1=C(C(=O)OC(C)(C)C)C=CC(=C1)OC1=CC(=CC=2C=COC21)F